OC(C=CC1C(=CC(CC1(C)C)=O)C)C 4-(3-hydroxy-1-butenyl)-3,5,5-trimethyl-2-Cyclohexen-1-one